FC=1C=NC(=NC1)N/N=C/C#CI (E)-5-fluoro-2-(2-(3-iodoprop-2-yn-1-ylidene)hydrazineyl)pyrimidine